2'-((4-((4-methylpiperazin-1-yl)sulfonyl)phenyl)amino)-7',8'-dihydro-6'H-spiro[cyclohexane-1,9'-pyrazino[1',2':1,5]pyrrolo[2,3-d]pyrimidin]-6'-one CN1CCN(CC1)S(=O)(=O)C1=CC=C(C=C1)NC=1N=CC2=C(N1)N1C(=C2)C(NCC12CCCCC2)=O